ClC1=NC(=NC(=N1)NCC1=NC=C(C=C1Cl)C)N 6-chloro-N2-[(3-chloro-5-methyl-2-pyridyl)methyl]-1,3,5-triazine-2,4-diamine